C(C=C)N(CC=C)CC1CO1 N,N-DIALLYLGLYCIDYLAMINE